thiophosphite calcium lithium [Li+].[Ca+2].P([S-])([O-])[O-]